C(CCCCCCCC\C=C\C)C1=C(C(=CC=C1)O)O (E)-3-(dodec-10-enyl)benzene-1,2-diol